O[C@@H]1C[C@H](CC[C@]1(C(F)(F)F)O)NC(=O)[C@H]1CCN(C2(CC2)C1)C(=O)C1=NNC(=C1)C1=CC(=NC=C1F)OC (S)-N-((1S,3R,4S)-3,4-dihydroxy-4-(trifluoromethyl)cyclohexyl)-4-(5-(5-fluoro-2-methoxypyridin-4-yl)-1H-pyrazole-3-carbonyl)-4-azaspiro[2.5]octane-7-carboxamide